FC1=CC=C2C=C(NC2=C1F)C(=O)N 6,7-difluoro-1H-indole-2-carboxamide